CC1=C(C(=C(C2=C1O[C@](CC2)(C)CCC[C@H](C)CCC[C@H](C)CCCC(C)C)C)OC(=O)/C=C/C3=CC(=C(C=C3)O)OC)C alpha-tocopherol ferulate